C(C)(C)(C)OC(=O)N1CCOCC1=O 5-oxomorpholine-4-carboxylic acid tert-butyl ester